4-(4-carbamoyl-5-nitropyridin-2-yl)-3-methylpiperazine-1-carboxylic acid tert-butyl ester C(C)(C)(C)OC(=O)N1CC(N(CC1)C1=NC=C(C(=C1)C(N)=O)[N+](=O)[O-])C